4-(4-fluorophenyl)-N-((1-isopropylpyrrolidin-3-yl)methyl)-3,4-dihydroquinoxaline-1(2H)-carboxamide FC1=CC=C(C=C1)N1CCN(C2=CC=CC=C12)C(=O)NCC1CN(CC1)C(C)C